CC(C)N1CCN(CC1)C1=CC=C(C=C1)C=1C=C2C=C(C(NC2=CC1)=O)C=1C=NC=NC1 6-{4-[4-(propan-2-yl)piperazin-1-yl]phenyl}-3-(pyrimidin-5-yl)-1,2-dihydroquinolin-2-one